ClC1=CC=C(C=C1)[C@H](CC(=O)O)N1[C@@](C2=C(C=C(C=C2C1=O)C(C)(CC)O)F)(OCC1(COC1)F)C1=CC=C(C=C1)Cl (3S)-3-(4-chlorophenyl)-3-[(1R)-1-(4-chlorophenyl)-7-fluoro-1-[(3-fluorooxetan-3-yl)methoxy]-5-(2-hydroxybut-2-yl)-3-oxo-2,3-dihydro-1H-isoindol-2-yl]propionic acid